4-(6-chloro-4-{1,4-diazabicyclo[3.2.2]nonan-4-yl}-8-fluoro-2-{[(2S)-1-methylpyrrolidin-2-yl]methoxy}quinazolin-7-yl)naphthalen-2-ol ClC=1C=C2C(=NC(=NC2=C(C1C1=CC(=CC2=CC=CC=C12)O)F)OC[C@H]1N(CCC1)C)N1CCN2CCC1CC2